3-trifluoromethyl-4-(1H-pyrazol-1-yl)aniline FC(C=1C=C(N)C=CC1N1N=CC=C1)(F)F